The molecule is conjugate base of vitexin 2''-O-beta-D-glucoside arising from selective deprotonation of the 7-hydroxy group; major species at pH 7.3. It is a conjugate base of a vitexin 2''-O-beta-D-glucoside. C1=CC(=CC=C1C2=CC(=O)C3=C(O2)C(=C(C=C3O)[O-])[C@H]4[C@@H]([C@H]([C@@H]([C@H](O4)CO)O)O)O[C@H]5[C@@H]([C@H]([C@@H]([C@H](O5)CO)O)O)O)O